N-[(3S)-1-[5-[2,6-dichloro-4-[6-(difluoromethyl)-3,5-dioxo-1,2,4-triazin-2-yl]phenoxy]-2-[(4-methoxyphenyl)methoxy]phenyl]sulfonylpyrrolidin-3-yl]methanesulfonamide ClC1=C(OC=2C=CC(=C(C2)S(=O)(=O)N2C[C@H](CC2)NS(=O)(=O)C)OCC2=CC=C(C=C2)OC)C(=CC(=C1)N1N=C(C(NC1=O)=O)C(F)F)Cl